7-bromo-5-(1-(2-methoxyethyl)-6-morpholino-1H-benzo[d]imidazol-2-yl)-3-methylbenzo[d]isoxazole BrC1=CC(=CC=2C(=NOC21)C)C2=NC1=C(N2CCOC)C=C(C=C1)N1CCOCC1